tert-butyl (4-(2-(3,5-difluoropyridin-2-yl)vinyl)thiazol-2-yl)carbamate FC=1C(=NC=C(C1)F)C=CC=1N=C(SC1)NC(OC(C)(C)C)=O